tert-butyl N-[(2R)-1-{4-[(tert-butoxycarbonyl)(thiophen-2-ylmethyl)amino]-7-methylthieno[3,2-c]pyridazin-6-yl}-3-[(1S)-2,2-difluorocyclopropyl]propan-2-yl]carbamate C(C)(C)(C)OC(=O)N(C=1C2=C(N=NC1)C(=C(S2)C[C@@H](C[C@@H]2C(C2)(F)F)NC(OC(C)(C)C)=O)C)CC=2SC=CC2